C(C1=CC=CC=C1)OCC1=NN(C(N1CC)=O)C=1C=C2C(=CN(C(C2=CC1)=O)C1=C(C=C(C=C1F)[N+](=O)[O-])Cl)C(=C)C 6-(3-((Benzyloxy)methyl)-4-ethyl-5-oxo-4,5-dihydro-1H-1,2,4-triazol-1-yl)-2-(2-chloro-6-fluoro-4-nitrophenyl)-4-(prop-1-en-2-yl)isoquinolin-1(2H)-one